1-(3-(3,6-difluoro-9H-carbazol-9-yl)-2-hydroxy-2-methylpropyl)3-ethyltetrahydro-pyrimidin-2(1H)-one FC=1C=CC=2N(C3=CC=C(C=C3C2C1)F)CC(CN1C(N(CCC1)CC)=O)(C)O